ClC=1C(=NC(=NC1)NC=1C=NN(C1)C1CCC(CC1)O)NC=1C=C(C=CC1F)NC(C=C)=O N-(3-((5-chloro-2-((1-(4-hydroxycyclohexyl)-1H-pyrazol-4-yl)amino)pyrimidin-4-yl)amino)-4-fluorophenyl)acrylamide